(4R,5S)-8,9-difluoro-N,N,4-trimethyl-5,6-dihydro-4H-pyrrolo[3,2,1-ij]quinolin-5-amine FC=1C=C2C[C@@H]([C@H](N3C2=C(C1F)C=C3)C)N(C)C